ClC1=CC=C2CCN(C2=C1)C1=NC=NC2=CC=C(C=C12)C=1C=NC(=NC1)N 5-(4-(6-chloroindolin-1-yl)quinazolin-6-yl)pyrimidin-2-amine